C(C)(C)(C)OC(=O)N[C@H]1CC(C[C@H]1NC1=NC2=CC=C(C=C2C=N1)C1=C(C(=CC(=C1Cl)OC)OC)Cl)C(=O)OC Methyl (3S,4R)-3-((tert-butoxycarbonyl)amino)-4-((6-(2,6-dichloro-3,5-dimethoxyphenyl)-quinazolin-2-yl)amino)cyclopentane-1-carboxylate